rac-1-(6-cyclopropylimidazo[1,5-a]pyridin-5-yl)prop-2-yn-1-ol C1(CC1)C=1C=CC=2N(C1[C@@H](C#C)O)C=NC2 |r|